C(=O)(O)CN(C(CN(CC(=O)O)CCN(CC(=O)O)CC(=O)O)CC1=CC=C(C=C1)OCC)CC(=O)O N-[2-[bis(carboxymethyl)amino]-3-(4-ethoxyphenyl)propyl]-N-[2-[bis(carboxymethyl)-amino]ethyl]-L-glycine